NCCC(CN1CCN(CC1)C1=C(C(=CC=C1)CC)Cl)O 4-amino-1-(4-(2-chloro-3-ethylphenyl)piperazin-1-yl)butan-2-ol